Trans-3-(4-((5-(2-chloro-4-phenoxybenzoyl)-7H-pyrrolo[2,3-d]pyrimidin-4-yl)amino)-3-fluoropiperidin-1-yl)azetidine-1-carboxylic acid tert-butyl ester C(C)(C)(C)OC(=O)N1CC(C1)N1C[C@H]([C@@H](CC1)NC=1C2=C(N=CN1)NC=C2C(C2=C(C=C(C=C2)OC2=CC=CC=C2)Cl)=O)F